FC=1C=C(CC=2C=C3C(=NNC3=CC2)NC(C2=C(C=C(C=C2)N2CCN(CC2)C(CCCCCCCNC2=C3C(N(C(C3=CC=C2)=O)C2C(NC(CC2)=O)=O)=O)=O)NC2CCOCC2)=O)C=C(C1)F N-(5-(3,5-Difluorobenzyl)-1H-indazol-3-yl)-4-(4-(8-((2-(2,6-dioxopiperidin-3-yl)-1,3-dioxoisoindolin-4-yl)amino)octanoyl)piperazin-1-yl)-2-((tetrahydro-2H-pyran-4-yl)amino)benzamide